NC1=C(N=CC2=C(C(=CC=C12)F)Br)C(=O)OC methyl 4-amino-8-bromo-7-fluoroisoquinoline-3-carboxylate